C(C(C)C)NC=1N=CC2=C(N1)NC=C2C2=CC1=C(N=C(S1)C)C=C2 N-isobutyl-5-(2-methylbenzo[d]thiazol-6-yl)-7H-pyrrolo[2,3-d]pyrimidin-2-amine